Tert-butyl 3-fluoro-4-[3-(5-methyl-1,3-thiazol-2-yl)-5-{[(1R)-1-[2-(trifluoromethyl) pyrimidin-5-yl]ethyl]carbamoyl} phenoxy]piperidine-1-carboxylate FC1CN(CCC1OC1=CC(=CC(=C1)C(N[C@H](C)C=1C=NC(=NC1)C(F)(F)F)=O)C=1SC(=CN1)C)C(=O)OC(C)(C)C